1,3-difluoro-2-iodo-6-nitrobenzene FC1=C(C(=CC=C1[N+](=O)[O-])F)I